5-(6-(benzyloxy)-2-fluoro-3-((trimethylsilyl)ethynyl)phenyl)-1,2,5-thiadiazolidin-3-one 1,1-dioxide C(C1=CC=CC=C1)OC1=CC=C(C(=C1N1CC(NS1(=O)=O)=O)F)C#C[Si](C)(C)C